1,2-bis(4-trifluoromethylphenyl)ethane-1,2-diol FC(C1=CC=C(C=C1)C(C(O)C1=CC=C(C=C1)C(F)(F)F)O)(F)F